5-bromo-4-morpholinyl-7-nitrobenzo[c][1,2,5]oxadiazole BrC1=C(C=2C(=NON2)C(=C1)[N+](=O)[O-])N1CCOCC1